NC1=NC(=CC(=N1)N1CCC2(C[C@H](NC2)C(=O)O)CC1)O[C@@H](C(F)(F)F)C1=CC=C(C=C1)C1=CC(=CC=C1)OC (S)-8-(2-amino-6-((R)-2,2,2-trifluoro-1-(3'-methoxy-[1,1'-biphenyl]-4-yl)ethoxy)pyrimidin-4-yl)-2,8-diazaspiro[4.5]decane-3-carboxylic acid